COC1=CC=C2C=NN(C2=C1N(S(=O)(=O)C=1C=NN(C1)C1=NC=CC(=C1)C(C)(CC)OC)COCC[Si](C)(C)C)C N-(6-methoxy-1-methylindazol-7-yl)-1-[4-(2-methoxybutan-2-yl)pyridin-2-yl]-N-{[2-(trimethylsilyl)ethoxy]methyl}pyrazole-4-sulfonamide